[4-[1-[3,5-Dichloro-4-(3-chloropropoxy)phenyl]-1-methyl-ethyl]phenyl]methanamine ClC=1C=C(C=C(C1OCCCCl)Cl)C(C)(C)C1=CC=C(C=C1)CN